ClC1=C(C=C(C=C1)F)C1N(S(C2=C1C(=CC=C2)[N+](=O)[O-])(=O)=O)CC2=CC=C(C=C2)OC 3-(2-Chloro-5-fluorophenyl)-2-(4-methoxybenzyl)-4-nitro-2,3-dihydrobenzo[d]isothiazole-1,1-Dioxide